C1(CC1)N1C=C(C=C1)C(=O)NC1=C(C=C(C(=C1)C=1C=C(C=2N(C1)C=CN2)N2CCOCC2)C)F 1-Cyclopropyl-N-(2-fluoro-4-methyl-5-(8-morpholinoimidazo[1,2-a]pyridin-6-yl)phenyl)-1H-pyrrole-3-carboxamide